BrC1=C(C=C(C=C1)N1C(NC(CC1)=O)=O)O 1-(4-bromo-3-hydroxy-phenyl)hexahydropyrimidine-2,4-dione